6-(5-cyclopropylcarbamoyl-3-fluoro-2-methyl-phenyl)-N-(2,2-dimethylpropyl)nicotinamide C1(CC1)NC(=O)C=1C=C(C(=C(C1)C1=NC=C(C(=O)NCC(C)(C)C)C=C1)C)F